C(C)(C)(C)C=1OC(=NN1)C1=CC=CC=C1 2-tertiary butyl-5-phenyl-1,3,4-oxadiazole